trans-octene-1,8-dicarboxylic anhydride C/1=C\CCCCCCC(=O)OC1=O